3,6-diacetoxyethyl-1,2,4,5-tetrazine C(C)(=O)OC=1NN(C(=NN1)OC(C)=O)CC